NCCCC=1C=CC=2N(C(C=C(N2)C2=NN3C(C(=NC(=C3)C)C)=C2)=O)C1 7-(3-aminopropyl)-2-(4,6-dimethylpyrazolo[1,5-a]pyrazin-2-yl)-4H-pyrido[1,2-a]pyrimidin-4-one